6-bromo-8-morpholino-[1,2,4]triazolo[1,5-a]pyrazine-2-carboxylic acid BrC=1N=C(C=2N(C1)N=C(N2)C(=O)O)N2CCOCC2